C1(CC1)C=1C(=NC(=NC1)NC=1C(=NN(C1)C1CC2CCC(C1)N2C)C)NCCCN2C(N(CCC2)C)=O 1-(3-((5-cyclopropyl-2-((3-methyl-1-(8-methyl-8-azabicyclo[3.2.1]octan-3-yl)-1H-pyrazol-4-yl)amino)pyrimidin-4-yl)amino)propyl)-3-methyltetrahydropyrimidin-2(1H)-one